N2-[2-(5-fluoro-1H-indol-3-yl)ethyl]-N4-(2-methyl-1H-indol-5-yl)pyrimidine-2,4-diamine FC=1C=C2C(=CNC2=CC1)CCNC1=NC=CC(=N1)NC=1C=C2C=C(NC2=CC1)C